OCCS(=O)(=O)CC(CCC[C@](C(=O)NNC)(C)C=1C=C(C=CC1)C[C@@H](C(=O)OC)C)(C)C methyl (S)-3-(3-((R)-7-((2-hydroxyethyl)sulfonyl)-2,6,6-trimethyl-1-(2-methylhydrazineyl)-1-oxoheptan-2-yl)phenyl)-2-methylpropanoate